1-butyl-3-(4-nitrophenyl)-2-phenylquinolin-4(1H)-one C(CCC)N1C(=C(C(C2=CC=CC=C12)=O)C1=CC=C(C=C1)[N+](=O)[O-])C1=CC=CC=C1